C1(CC1)COC1=C(C=CC(=N1)C(=O)NC(C(=O)OCF)(CC)CC)N1CCCC1 fluoromethyl 2-{[6-(cyclopropylmethoxy)-5-(pyrrolidin-1-yl)pyridine-2-carbonyl] amino}-2-ethylbutanoate